CCCC(CCCCC=CCC)C=O dodec-9-ene-4-carbaldehyde